3-[(3S)-8-azaspiro[4.5]decan-3-yl]-6-[2-cyano-3-[[ethyl(methyl)sulfamoyl]amino]-6-fluoro-phenoxy]-4-oxo-quinazoline HCl salt Cl.C1C[C@@H](CC12CCNCC2)N2C=NC1=CC=C(C=C1C2=O)OC2=C(C(=CC=C2F)NS(N(C)CC)(=O)=O)C#N